2-((2-(4-((4-cyano-2-fluorobenzyl)oxy)pyrimidin-2-yl)-2,6-dihydropyrrolo[3,4-c]pyrazol-5(4H)-yl)methyl)-1-(2-methoxyethyl)-1H-benzo[d]imidazole-6-carboxylic acid C(#N)C1=CC(=C(COC2=NC(=NC=C2)N2N=C3C(=C2)CN(C3)CC3=NC2=C(N3CCOC)C=C(C=C2)C(=O)O)C=C1)F